benzoyl peroxide C(C1=CC=CC=C1)(=O)OOC(C1=CC=CC=C1)=O